5-(2-Fluoro-6-methylphenyl)-7-methoxy-3-(4-(4-methylpiperazin-1-yl)phenyl)-1H-pyrazolo[4,3-c]pyridazin-6(5H)-on FC1=C(C(=CC=C1)C)N1N=C2C(=C(C1=O)OC)NN=C2C2=CC=C(C=C2)N2CCN(CC2)C